5-hydroxymethyl-1-aza-3,7-dioxabicyclo-(3.3.0)octane OCC12COCN2COC1